hexafluoroacetylacetone C(C(=O)C(F)(F)F)C(=O)C(F)(F)F